4-[2-(aminomethyl)phenyl]cyclohexan-1-ol NCC1=C(C=CC=C1)C1CCC(CC1)O